CC=1N=C2N(N=C(C=C2C)N2N=C3C(=C2)SC(=C3)N3CCN(C2(CC2)C3)C(=O)OC(C)(C)C)C1 tert-butyl 7-(2-{2,8-dimethylimidazo[1,2-b]pyridazin-6-yl} thieno[3,2-c]pyrazol-5-yl)-4,7-diazaspiro[2.5]octane-4-carboxylate